BrC1=CC(=C(C(=C1)NC(C)C)NC(=O)C12CC(C1)C2)F N-(4-bromo-2-fluoro-6-(isopropylamino)phenyl)bicyclo[1.1.1]pentane-1-carboxamide